(R)-N-(2-((4-(6-((cis)-2,6-dimethylmorpholino)pyridin-2-yl)thiazol-2-yl)amino)-2-oxoethyl)-3-(hydroxymethyl)-3-methyl-2,3-dihydrobenzofuran-5-carboxamide C[C@@H]1O[C@@H](CN(C1)C1=CC=CC(=N1)C=1N=C(SC1)NC(CNC(=O)C=1C=CC2=C([C@](CO2)(C)CO)C1)=O)C